3-(6-(pyrrolidin-1-yl)pyridin-3-yl)-6-(2,5,6-trimethylpyrimidin-4-yl)-5,6,7,8-tetrahydro-1,6-naphthyridine N1(CCCC1)C1=CC=C(C=N1)C=1C=NC=2CCN(CC2C1)C1=NC(=NC(=C1C)C)C